tert-butyl (3S,4S)-3-((3-(((R)-1-(4-bromonaphthalen-1-yl)ethyl)carbamoyl)-4-methylphenyl)amino)-4-fluoropyrrolidine-1-carboxylate BrC1=CC=C(C2=CC=CC=C12)[C@@H](C)NC(=O)C=1C=C(C=CC1C)N[C@H]1CN(C[C@@H]1F)C(=O)OC(C)(C)C